CN1CN(C=C1)C 1,3-dimethylimidazoline